2-(adamantan-1-ylthio)-N-(1-oxo-4-phenylphthalazin-2(1H)-yl)acetamide C12(CC3CC(CC(C1)C3)C2)SCC(=O)NN2C(C3=CC=CC=C3C(=N2)C2=CC=CC=C2)=O